6'-bromo-2'H-spiro[cyclohexane-1,5'-indeno[5,6-d][1,3]dioxol]-4-one BrC=1C2(C3=CC4=C(OCO4)C=C3C1)CCC(CC2)=O